CC=1C=CC=2N(C3=CC=C(C=C3C2C1)C)C=1C(=NC(=C(C1C1=CC=NC=C1)N1C2=CC=C(C=C2C=2C=C(C=CC12)C)C)N1C2=CC=C(C=C2C=2C=C(C=CC12)C)C)N1C2=CC=C(C=C2C=2C=C(C=CC12)N1C2=CC=CC=C2C=2C=CC=CC12)N1C2=CC=CC=C2C=2C=CC=CC12 9'-(3,5,6-tris(3,6-dimethyl-9H-carbazol-9-yl)-[4,4'-bipyridin]-2-yl)-9'H-9,3':6',9''-tercarbazole